(3S)-3-(3',3'-difluoro-1'-((2-methyl-2H-indazol-5-yl)methyl)-6-oxo-6,8-dihydro-2H,7H-spiro[furo[2,3-e]isoindol-3,4'-piperidin]-7-yl)piperidine-2,6-dione FC1(CN(CCC12COC1=C3CN(C(C3=CC=C12)=O)[C@@H]1C(NC(CC1)=O)=O)CC1=CC2=CN(N=C2C=C1)C)F